Methyl (S)-2-(4-(2-amino-2-oxoethyl)phenoxy)propanoate NC(CC1=CC=C(O[C@H](C(=O)OC)C)C=C1)=O